{2-[5-(2-trifluoromethoxy-phenyl)-4H-[1,2,4]triazol-3-yl]-ethyl}-carbamic acid tert-butyl ester C(C)(C)(C)OC(NCCC1=NN=C(N1)C1=C(C=CC=C1)OC(F)(F)F)=O